(R)-1-Chloro-N-(1-methylpiperidin-3-yl)pyrrolo[1,2-d][1,2,4]triazin-4-amine ClC=1C=2N(C(=NN1)N[C@H]1CN(CCC1)C)C=CC2